BrC=1C=C(C(=NC1)C1=CC=C(S1)C(=O)O)OCC#N 5-(5-bromo-3-(cyanomethoxy)pyridin-2-yl)thiophene-2-carboxylic acid